9,10-dioxo-3-(piperazine-1-carbonyl)-9,10-dihydroanthracene-1,8-diacetate O=C1C2=C(C=CC=C2C(C=2C=C(C=C(C12)CC(=O)[O-])C(=O)N1CCNCC1)=O)CC(=O)[O-]